O1CCN(CC1)C=1C=CC(=NC1)NC(=O)C1=NN2C(N=CC=C2C=2C=C(C=CC2)C)=C1 N-(5-morpholinopyridin-2-yl)-7-(m-tolyl)pyrazolo[1,5-a]pyrimidine-2-carboxamide